C1(=CC=CC=C1)S(=O)(=O)C1=C(C=CC=C1)O 2-(phenylsulfonyl)phenol